Dioxan-Dioxan tert-butyl-3-[6-(2,4-dimethoxypyrimidin-5-yl)-3-methyl-pyridazin-4-yl]pyrrolidine-1-carboxylate C(C)(C)(C)OC(=O)N1CC(CC1)C1=C(N=NC(=C1)C=1C(=NC(=NC1)OC)OC)C.O1CCOCC1.O1CCOCC1